methyl-((S)-3-(methylamino)-2,3-dihydrobenzofuran-6-yl)(methylimino)-λ6-sulfanone CS(=O)(=NC)C1=CC2=C([C@@H](CO2)NC)C=C1